ClC=1C=C(CNC(C(=O)NC2=CNC=3C2=NC=CC3)=O)C=CC1OC N1-(3-chloro-4-methoxybenzyl)-N2-(1H-pyrrolo[3,2-b]pyridin-3-yl)oxalamide